isopentyl-2-methoxy-4-(tert-amyl)-1H-imidazole-1-carboxamide C(CC(C)C)C1=C(N=C(N1C(=O)N)OC)C(C)(C)CC